(S)-5-(((2-hydroxyethyl)amino)methyl)-N-(3-(6-methoxy-3'-methyl-5-((((5-oxopyrrolidin-2-yl)methyl)amino)methyl)-[2,4'-bipyridin]-2'-yl)-2-methylphenyl)picolinamide OCCNCC=1C=CC(=NC1)C(=O)NC1=C(C(=CC=C1)C1=NC=CC(=C1C)C1=NC(=C(C=C1)CNC[C@H]1NC(CC1)=O)OC)C